bis(4-aminophenyl)-4-hydroxyphenyl-methane NC1=CC=C(C=C1)C(C1=CC=C(C=C1)O)C1=CC=C(C=C1)N